6-(2-(5-Cyclopropyl-3-(2,6-dichlorophenyl)isoxazol-4-yl)-7-azaspiro[3.5]non-1-en-7-yl)-1-methyl-1H-pyrrolo[2,3-b]pyridin C1(CC1)C1=C(C(=NO1)C1=C(C=CC=C1Cl)Cl)C1=CC2(C1)CCN(CC2)C2=CC=C1C(=N2)N(C=C1)C